CC1=CC=C(C=C1)S(=O)(=O)O.N12CCCCCC2=NCCC1 1,8-diaza-bicyclo(5.4.0)-7-undecene p-toluenesulfonate